N,N-di(4-n-butylcyclohexyl)-5-(4-n-butylcyclohexylcarbonylamino)isophthalamide C(CCC)C1CCC(CC1)N(C(C1=CC(C(=O)N)=CC(=C1)NC(=O)C1CCC(CC1)CCCC)=O)C1CCC(CC1)CCCC